N-(4-((2-(1,1-difluoroethyl)-6-methylpyrimidin-4-yl)amino)-5-(1-isopropyl-1H-pyrazol-3-yl)pyridin-2-yl)acetamide FC(C)(F)C1=NC(=CC(=N1)NC1=CC(=NC=C1C1=NN(C=C1)C(C)C)NC(C)=O)C